CC(C=CC=O)(CC=C(C)C)C 4,4,7-trimethylocta-2,6-dienal